nonyl-4,5-naphthalenedisulfonic acid C(CCCCCCCC)C1=CC=C(C=2C(=CC=CC12)S(=O)(=O)O)S(=O)(=O)O